N1(C=NC=C1)C=1C=C(C=C(C1)C(F)(F)F)NC=1N=CC2=C(N1)N(C(=C2)C(=O)N(CC)CC)C2CCCC2 ((3-(1H-imidazol-1-yl)-5-(trifluoromethyl)phenyl)amino)-7-cyclopentyl-N,N-diethyl-7H-pyrrolo[2,3-d]pyrimidine-6-carboxamide